Triethanolamine dibutyrate C(CCC)(=O)O.C(CCC)(=O)O.N(CCO)(CCO)CCO